NC1=C(C=C(C=N1)NC(C(=O)N1[C@H](CC[C@@H](C1)C)C=1C=NC=C(C1)Cl)=O)C N-(6-amino-5-methyl-3-pyridyl)-2-[(2R,5S)-2-(5-chloro-3-pyridyl)-5-methyl-1-piperidyl]-2-oxo-acetamide